BrC1=CC=2C(OCC=3C=CC(=CC3C3=CN=C(C(NS(C(=C1OC)C2)(=O)=O)=C3)OC)F)=O 13-bromo-4-fluoro-14,19-dimethoxy-16,16-dioxo-9-oxa-16λ6-thia-17,20-diazatetracyclo[16.3.1.111,15.02,7]tricosa-1(21),2(7),3,5,11(23),12,14,18(22),19-nonaen-10-one